C[C@]12CC(C[C@](CCC1)(N2)C)N(C2=CC=C(N=N2)C2=C(C=C(C(=C2)F)C=2C=NNC2)O)C 2-(6-(((1R,3s,5S)-1,5-dimethyl-9-azabicyclo[3.3.1]nonan-3-yl)(methyl)amino)pyridazin-3-yl)-4-fluoro-5-(1H-pyrazol-4-yl)phenol